C(CCCCCCCCCCCCCCCCC)[Si](OCCCC)(OCCCC)OCCCC octadecyltributoxysilane